(4-(methylsulfonyl)piperazin-1-yl)(6-(8,9,10,11-tetrahydro-3H-pyrazolo[4,3-a]phenanthridin-7-yl)pyridin-3-yl)methanone CS(=O)(=O)N1CCN(CC1)C(=O)C=1C=NC(=CC1)C1=NC2=CC=C3C(=C2C=2CCCCC12)C=NN3